S1N=CC2=NSC=C21 isothiazolo[4,5-c]isothiazole